N-hydroxyindolone ON1C(CC2=CC=CC=C12)=O